4-(cyanomethyl)-4-methoxypiperidine-1-carboxylic acid benzyl ester C(C1=CC=CC=C1)OC(=O)N1CCC(CC1)(OC)CC#N